(2R)-2-(6-{5-chloro-2-[(oxan-4-yl)amino]pyrimidin-4-yl}-1-oxo-2,3-dihydro-1H-isoindol-2-yl)-N-[(1R)-1-[3-fluoro-5-(4-methyl-2-oxopiperazin-1-yl)phenyl]ethyl]propanamide ClC=1C(=NC(=NC1)NC1CCOCC1)C1=CC=C2CN(C(C2=C1)=O)[C@@H](C(=O)N[C@H](C)C1=CC(=CC(=C1)N1C(CN(CC1)C)=O)F)C